4-(3-(2-chloropyridin-3-yl)pyrazolo[1,5-a]pyrimidin-5-yl)piperazine-1-carboxylic acid isopropyl ester C(C)(C)OC(=O)N1CCN(CC1)C1=NC=2N(C=C1)N=CC2C=2C(=NC=CC2)Cl